(Z)-N-cyclopropyl-1-(4-methoxyphenyl)methanimine C1(CC1)\N=C/C1=CC=C(C=C1)OC